ClC=1N=CC=2N(C1)C(NC2C(=O)OCC)=O ethyl 6-chloro-3-oxo-2H-imidazo[1,5-a]pyrazine-1-carboxylate